FC=1C(=CC(=NC1)OC)C1=CC(=NN1COCC[Si](C)(C)C)C(=O)N1C2(CCC2)CCCC1 5-[5-(5-fluoro-2-methoxypyridin-4-yl)-1-{[2-(trimethylsilyl)ethoxy]methyl}pyrazole-3-carbonyl]-5-azaspiro[3.5]nonane